3,6-di-tert-butyl-10-phenylacridine C(C)(C)(C)C=1C=CC=2CC3=CC=C(C=C3N(C2C1)C1=CC=CC=C1)C(C)(C)C